bis(4-chloro-6-phenyl-1,3,5-triazin-2-yl)butane-1,4-diamine ClC1=NC(=NC(=N1)C1=CC=CC=C1)C(CCCN)(N)C1=NC(=NC(=N1)Cl)C1=CC=CC=C1